[2-(2,6-dioxopiperidin-3-yl)-4-(2-methoxyethoxy)-3-oxo-2,3-dihydro-1H-isoindol-5-yl]methyl N-[4-(3,4-difluorophenoxy) phenyl]carbamate FC=1C=C(OC2=CC=C(C=C2)NC(OCC=2C(=C3C(N(CC3=CC2)C2C(NC(CC2)=O)=O)=O)OCCOC)=O)C=CC1F